[Mn](=O)(=O)([O-])[O-].[Co+2].[Sr+2].[La+3] lanthanum strontium cobalt manganate